C(=O)=C1NNC=C1C(=O)OCC ethyl 2,3-dihydro-3-carbonyl-1H-pyrazole-4-carboxylate